CN[C@@H](CCC(=O)[O-])C(=O)[O-].C(=O)(O)[NH2+]C(=O)O.C(=O)(O)[NH2+]C(=O)O DicarboxyAmmonium methylglutamate